C(C)OC(/C(=C\CNC(=O)OC(C)(C)C)/F)=O.CN1N=C(C=CC1=O)N1N=CN=C1[C@H](C)NC(C1=CC(=CC(=C1)C(F)(F)F)C(F)(F)F)=O N-[(1S)-1-[2-(1-methyl-6-oxo-pyridazin-3-yl)-1,2,4-triazol-3-yl]ethyl]-3,5-bis(trifluoromethyl)benzamide ethyl-(2E)-4-[[(tert-butoxy)carbonyl]amino]-2-fluorobut-2-enoate